C1(C=CCC1)C1(CC1)NC(C(C)(C)C)=O N-(1-(2-cyclopentenyl)cyclopropyl)-pivaloamide